OC(CCCC1=C(C=CC=C1)S(=O)(=O)O)CCCCCCCCCCC 4-hydroxypentadecyl-benzenesulfonic acid